IC1=NNC2=C1N(C(C=C2)=O)C 3-iodo-4-methyl-1H-4H-5H-pyrazolo[4,3-b]pyridin-5-one